S1C(=NC2=C1C=CC=C2)NC2=C(C1=C(N=N2)N(CCC1)C=1SC(=C(N1)C(=O)OCC)CCCOC1=C(C=C(C=C1)C#CCN(C)C)F)C ethyl 2-{3-[(1,3-benzothiazol-2-yl)amino]-4-methyl-5H,6H,7H,8H-pyrido[2,3-c]pyridazin-8-yl}-5-(3-{4-[3-(dimethylamino)prop-1-yn-1-yl]-2-fluorophenoxy}propyl)-1,3-thiazole-4-carboxylate